NCCN(CCN)C N,N-bis(2-aminoethyl)methylamine